(difluoro(2-(((3S,6S,8aS)-3-(3-(morpholine-4-carbonyl)azetidine-1-carbonyl)-5-oxooctahydro-indolizin-6-yl)carbamoyl)benzo[b]thiophen-5-yl)methyl)phosphonic acid FC(C1=CC2=C(SC(=C2)C(N[C@@H]2C(N3[C@@H](CC[C@@H]3CC2)C(=O)N2CC(C2)C(=O)N2CCOCC2)=O)=O)C=C1)(F)P(O)(O)=O